OC[C@H]1[C@H](C2=CC=CC=C2C1)NC(C1=CC=C(C=C1)C1=C2C(=NC=C1)NC=C2)=O N-[(1R,2R)-2-(Hydroxymethyl)-2,3-dihydro-1H-inden-1-yl]-4-{1H-pyrrolo[2,3-b]pyridin-4-yl}benzamide